2-fluoro-3-(5-methylthiazol-2-yl)-5-((tetrahydro-2H-pyran-4-yl)methoxy)benzoic acid methyl ester COC(C1=C(C(=CC(=C1)OCC1CCOCC1)C=1SC(=CN1)C)F)=O